N-[(2S)-1-piperazin-1-ylpropan-2-yl]-8-pyrrolidin-1-ylquinazolin-4-amine hydrochloride Cl.N1(CCNCC1)C[C@H](C)NC1=NC=NC2=C(C=CC=C12)N1CCCC1